[Al+3].CC=1C=C(C=C(C1)C)[O-].CC1=NC2=C(C=CC=C2C=C1)[O-].CC1=NC2=C(C=CC=C2C=C1)[O-] bis(2-methyl-8-quinolinolate) (3,5-dimethylphenolate) Aluminum